(2R,4aR,10S)-10-(2-amino-5-fluorobenzo[d]thiazol-4-yl)-11-chloro-9-fluoro-3-(2-fluoropropoyl)-2,6-dimethyl-2,3,4,4a-tetrahydro-1H-pyrazino[1',2':4,5]pyrazino[2,3-c]quinolin-5(6H)-one NC=1SC2=C(N1)C(=C(C=C2)F)C=2C(=CC=1C3=C(C=NC1C2F)N(C([C@@H]2N3C[C@H](N(C2)C(C(C)F)=O)C)=O)C)Cl